(2S)-2-[9H-fluoren-9-ylmethoxycarbonyl-(methyl)amino]-3-(2-methoxyphenyl)propionic acid C1=CC=CC=2C3=CC=CC=C3C(C12)COC(=O)N([C@H](C(=O)O)CC1=C(C=CC=C1)OC)C